C12CN(CC(C1)C2)C=2C(=NC1=CC(=CC(=C1N2)[C@@H](C)NC2=C(C(=O)O)C=CC=C2)C)C#N (R)-2-((1-(3-(3-azabicyclo[3.1.1]heptan-3-yl)-2-cyano-7-methylquinoxalin-5-yl)ethyl)amino)benzoic acid